1-mercapto-3-(2-oxa-7-azaspiro[3.5]nonan-7-yl)propan-2-ol SCC(CN1CCC2(COC2)CC1)O